O=C1C=C(N=C2N1C=CC=C2)C(=O)NCC=2N=C1N(C=C(C=C1)CNCC1N(CCCC1)C(=O)OC(C)(C)C)C2 tert-butyl 2-{[({2-[({4-oxo-4H-pyrido[1,2-a]pyrimidin-2-yl} formamido)methyl] imidazo[1,2-a]pyridin-6-yl} methyl)amino] methyl}piperidine-1-carboxylate